COS(=O)(=O)[O-].OC1=CC=C(C=C1)[S+](C)C 4-hydroxyphenyl-dimethyl-sulfonium methyl-sulfate